BrC=1C=C(C=C(C1N[C@@H](CO)C1CCC(CC1)(C)O)[N+](=O)[O-])S(=O)(=O)N (R)-3-bromo-4-((2-hydroxy-1-(4-hydroxy-4-methylcyclohexyl)-ethyl)amino)-5-nitrobenzenesulfonamide